(R)-3-amino-2-(((benzyloxy)carbonyl)amino)propionic acid cyclohexyl ester hydrochloride Cl.C1(CCCCC1)OC([C@@H](CN)NC(=O)OCC1=CC=CC=C1)=O